5-methyl-4-(4-(4-methylpiperazin-1-yl)piperidin-1-yl)-2,3-dihydrobenzene CC1=C(CCC=C1)N1CCC(CC1)N1CCN(CC1)C